2-[2-(aminomethyl)-3,3-difluoro-allyl]-4-[3-methyl-5-(1H-pyrrolo[2,3-b]pyridin-5-yl)-2-pyridinyl]-1,2,4-triazol-3-one NCC(CN1N=CN(C1=O)C1=NC=C(C=C1C)C=1C=C2C(=NC1)NC=C2)=C(F)F